N[C@@H](C(C)C)C(=O)OC[C@H]1O[C@@]([C@@H]([C@@H]1OC(CC)=O)O)(C#N)C1=CC=C2C(=NC=NN21)NC(C)=O ((2R,3S,4R,5R)-5-(4-acetamidopyrrolo[2,1-f][1,2,4]triazin-7-yl)-5-cyano-4-hydroxy-3-(propionyloxy)tetrahydrofuran-2-yl)methyl L-valinate